aminoethylmorpholine NCCN1CCOCC1